cyclohexyloxetan-3-ylcarbamate C1(CCCCC1)OC(NC1COC1)=O